OCCN(CCO)CC(CS(=O)(=O)O)O 3-[N,N-di(hydroxyethyl)amino]-2-hydroxypropyl-sulfonic acid